1-isopropyl-5-(tetrahydrofuran-3-carboxamido)-1H-pyrazole-4-carboxamide C(C)(C)N1N=CC(=C1NC(=O)C1COCC1)C(=O)N